4-morpholino-α-methylstyrene O1CCN(CC1)C1=CC=C(C(=C)C)C=C1